C(C)(C)(C)OC(=O)N1CC2(CC1)C(N(CC2)C2=NC=C(C=N2)C#CC2=CC1=C(N(C(N1C)=O)C1C(NC(CC1)=O)=O)C=C2)=O 7-(5-{2-[1-(2,6-dioxopiperidin-3-yl)-3-methyl-2-oxo-1,3-benzodiazol-5-yl]ethynyl}pyrimidin-2-yl)-6-oxo-2,7-diazaspiro[4.4]nonane-2-carboxylic acid tert-butyl ester